methoxyl-1-methyl-2-oxoimidazo[4,5-b]pyridine-3-carboxylate O(C)C1=CC=C2C(=N1)N(C(N2C)=O)C(=O)[O-]